[1-[1-(triphenylmethyl)imidazol-4-yl]ethyl]-3,4-dihydro-2H-1-benzopyran-4-ol C1(=CC=CC=C1)C(N1C=NC(=C1)C(C)C1OC2=C(C(C1)O)C=CC=C2)(C2=CC=CC=C2)C2=CC=CC=C2